COC1=CC=C(CC2=C(C(=NC=C2)N)CC2=CC=C(C=C2)OC)C=C1 bis(4-methoxybenzyl)pyridin-2-amine